4-(3-(o-tolyl)-1,2,4-oxadiazol-5-yl)butyric acid C1(=C(C=CC=C1)C1=NOC(=N1)CCCC(=O)O)C